(2-methoxypyridin-4-yl)-6-methyl-5-((3aR,5s,6aS)-2-(tetrahydro-2H-pyran-4-yl)octahydrocyclopenta[c]pyrrol-5-yl)-1H-indazole COC1=NC=CC(=C1)N1N=CC2=CC(=C(C=C12)C)C1C[C@@H]2[C@@H](CN(C2)C2CCOCC2)C1